tert-butyl (2R)-6-(benzyloxy)-5-[(2-tert-butoxy-2-oxoethyl)(trifluoroacetyl)amino]-2-{[(2-cyclopropylethyl)amino]methyl}-4-fluoro-2,3-dihydro-1H-indole-1-carboxylate C(C1=CC=CC=C1)OC1=C(C(=C2C[C@@H](N(C2=C1)C(=O)OC(C)(C)C)CNCCC1CC1)F)N(C(C(F)(F)F)=O)CC(=O)OC(C)(C)C